BrC=1C(=C(C=C(C1)Br)NC(=O)NC1=CC(=CC(=C1)OC(F)(F)F)NCCO)CO 1-(3,5-dibromo-2-hydroxymethylphenyl)-3-[3-(2-hydroxyethylamino)-5-trifluoromethoxyphenyl]urea